[14C]L-alanine N[14C@@H](C)C(=O)O